4-[3-methyl-6-(1-methylpyrazol-4-yl)pyrazolo[1,5-a]pyrazin-4-yl]-3,6-dihydro-2H-pyridine-1-carboxylic acid tert-butyl ester C(C)(C)(C)OC(=O)N1CCC(=CC1)C=1C=2N(C=C(N1)C=1C=NN(C1)C)N=CC2C